N=1C=CCC1C(=O)[O-] pyrrole-5(4H)-carboxylate